O[C@H]1[C@@H](O)[C@@H](O)[C@@H](O)[C@H](O1)CO beta-D-talopyranose